ClC1=C2C(=C(NC2=CC=C1F)C(=O)N1C[C@@H]2N(CC1)C(CC2)=O)F (R)-2-(4-chloro-3,5-difluoro-1H-indole-2-carbonyl)hexahydropyrrolo[1,2-a]pyrazin-6(2H)-one